(1R,5R)-N-(7-methoxy-4-(1-methyl-3-phenyl-1H-pyrazol-4-yl)pyrido[3,2-d]pyrimidin-6-yl)-3-methyl-3-azabicyclo[3.1.0]hexane-1-carboxamide COC1=CC=2N=CN=C(C2N=C1NC(=O)[C@]12CN(C[C@@H]2C1)C)C=1C(=NN(C1)C)C1=CC=CC=C1